(1R,4R)-N4-(2-{3-[(4-methanesulfonyl-2-methoxyphenyl)amino]prop-1-yn-1-yl}-1-[(oxiran-2-yl)methyl]-1H-indol-4-yl)-N,N'-dimethylcyclohexane-1,4-diamine CS(=O)(=O)C1=CC(=C(C=C1)NCC#CC=1N(C2=CC=CC(=C2C1)N(C1CCC(CC1)NC)C)CC1OC1)OC